(S)-4-((1-(tert-Butoxycarbonyl)piperidin-3-yl)amino)-2-(butylamino)pyrimidine-5-carboxylic acid C(C)(C)(C)OC(=O)N1C[C@H](CCC1)NC1=NC(=NC=C1C(=O)O)NCCCC